N-(4-hydroxy-2-methyl-3-oxo-2,3-dihydro-1H-pyrrolo[3,4-f]isoquinolin-8-yl)cyclopropanecarboxamide OC1=C2C(=C3C=C(N=CC3=C1)NC(=O)C1CC1)CN(C2=O)C